butyl N6-(2-((S)-4-(4-chlorophenyl)-2,3,9-trimethyl-6H-thieno[3,2-f][1,2,4]triazolo[4,3-a][1,4]diazepin-6-yl)acetyl)lysinate ClC1=CC=C(C=C1)C1=N[C@H](C=2N(C3=C1C(=C(S3)C)C)C(=NN2)C)CC(=O)NCCCC[C@H](N)C(=O)OCCCC